C(C)C1=CC(=NC=2N1N=CC2C(=O)O)C2=NC=CC=C2 7-ethyl-5-(pyridin-2-yl)pyrazolo[1,5-a]Pyrimidine-3-carboxylic acid